2-propene-1-sulfonic acid C(C=C)S(=O)(=O)O